C1(CC1)N(C1=C(C(=NC=N1)NCC1(C(CN(CC1)C(C(=O)N)C1=CC=NC=C1)O)O)F)CC1=CC=C(C=C1)C(F)(F)F 2-(4-(((6-(cyclopropyl(4-(trifluoromethyl)benzyl)amino)-5-fluoropyrimidin-4-yl)amino)methyl)-3,4-dihydroxypiperidin-1-yl)-2-(pyridin-4-yl)acetamide